C1(=CC=CC2=CC=CC=C12)C=1C(=C(C=CC1NC1=CC=C(C=C1)C=C)C1=CC=C(C=C1)NC1=CC=C(C=C1)C=C)C1=CC=CC2=CC=CC=C12 bis(naphthalen-1-yl)-N4,N4'-bis(4-vinylphenyl)biphenyl-4,4'-diamine